C(=O)[O-].CC(C(OC(C(=O)OC1CC2CCC(C1)[N+]21CCCC1)(C1=CC=CC=C1)C1=CC=CC=C1)OC(=O)C1CCOCC1)C 3-(2-(2-Methyl-1-((tetrahydro-2H-pyran-4-carbonyl)oxy)propoxy)-2,2-diphenylacetoxy)spiro[bicyclo[3.2.1]octane-8,1'-pyrrolidin]-8-ium formate